NC1=NC=2C=C(C(=CC2C2=C1COC2)C(=O)N(C)[C@@H]2COC1=C2C=CC(=C1)C#CC=1C=NN(C1)C(F)F)Cl (S)-4-amino-7-chloro-N-(6-((1-(difluoromethyl)-1H-pyrazol-4-yl)ethynyl)-2,3-dihydrobenzofuran-3-yl)-N-methyl-1,3-dihydrofuro[3,4-c]quinoline-8-carboxamide